C(CCCCCCCCCCCCCCCCC=C)[Si](Cl)(Cl)Cl 18-nonadecenyltrichlorosilane